2-(((1R,2S)-2-(2-((tert-butyldiphenylsilyl)oxy)ethyl)cyclopropyl)methyl)isoindoline-1,3-dione [Si](C1=CC=CC=C1)(C1=CC=CC=C1)(C(C)(C)C)OCC[C@H]1[C@@H](C1)CN1C(C2=CC=CC=C2C1=O)=O